FC1=CC=C(C(=O)N2C(C=3N(CC2)C(=NC3N3C(CCC3)=O)C=3SC=C(N3)C(F)(F)F)C)C=C1 1-(7-(4-Fluorobenzoyl)-8-methyl-3-(4-(trifluoromethyl)thiazol-2-yl)-5,6,7,8-tetrahydroimidazo[1,5-a]pyrazin-1-yl)pyrrolidin-2-one